NC1=CC=C(C=2C(C3=C(C=CC(=C3C(C12)=O)N)O)=O)O 1,8-diamino-4,5-dihydroxy-9,10-anthracenedione